O[C@@H]([C@@H](CC1=CC=CC=C1)NC([C@@H](C)NC(OC(C)(C)C)=O)=O)C(NCC1=NC=CC=C1)=O tert-butyl ((R)-1-(((2R,3S)-3-hydroxyl-4-oxo-1-phenyl-4-((pyridin-2-ylmethyl)amino)butan-2-yl)amino)-1-oxopropan-2-yl)carbamate